ClC1=CC(=C(S1)C1=CC=C(C(=N1)C)O[C@@H]1C[C@H](CCC1)C(=O)OC)CNC1=NC=CC(=N1)OCC(F)F methyl (1S,3S)-3-((6-(5-chloro-3-(((4-(2,2-difluoroethoxy)pyrimidin-2-yl)amino)methyl)thiophen-2-yl)-2-methylpyridin-3-yl)oxy)cyclohexane-1-carboxylate